tert-butyl 7-(2-methoxy-2-carbonylethyl)-3,4-dihydro-1,8-naphthyridine-1(2H)-carboxylate COC(CC1=CC=C2CCCN(C2=N1)C(=O)OC(C)(C)C)=C=O